FC=1C(=NC(=C(C1)OCCF)F)NS(=O)(=O)C1=CNC(=C1)C1=CC=CC=C1 N-[3,6-difluoro-5-(2-fluoroethoxy)pyridin-2-yl]-5-phenyl-1H-pyrrole-3-sulfonamide